((1H-imidazol-4-yl)methyl)-4-(3-methyl-2',3',4',5'-tetrahydro-[1,1'-biphenyl]-4-yl)-1H-indazol-3-amine N1C=NC(=C1)CN1N=C(C2=C(C=CC=C12)C1=C(C=C(C=C1)C=1CCCCC1)C)N